C(C)(=O)O[C@H]([C@@H](CN=[N+]=[N-])OC(C)=O)[C@@H]1O[C@](C[C@@H]([C@H]1NC(COC(C)=O)=O)OC(C)=O)(SC1=CC=C(C=C1)C)C(=O)OC (1R,2R)-1-((2R,3R,4S,6R)-4-acetoxy-3-(2-acetoxy acetamido)-6-(methoxycarbonyl)-6-(p-tolylthio)tetrahydro-2H-pyran-2-yl)-3-azidopropane-1,2-diyl diacetate